4-(pyrrolidin-3-yl)morpholine tert-Butyl-3-oxopyrrolidine-1-carboxylate C(C)(C)(C)OC(=O)N1CC(CC1)=O.N1CC(CC1)N1CCOCC1